7-[2,3,5-Tri(fluoro)phenyl]-1H-indole-2-carboxylic acid ethyl ester C(C)OC(=O)C=1NC2=C(C=CC=C2C1)C1=C(C(=CC(=C1)F)F)F